methyl-2-bromo-4-(dimethyl-amino)benzoate COC(C1=C(C=C(C=C1)N(C)C)Br)=O